tert-butyl (3R)-3-[6-[2-cyano-3-(cyclopentylsulfonylamino)-6-fluoro-phenoxy]-4-oxo-quinazolin-3-yl]-1-oxa-8-azaspiro[4.5]decane-8-carboxylate C(#N)C1=C(OC=2C=C3C(N(C=NC3=CC2)[C@H]2COC3(C2)CCN(CC3)C(=O)OC(C)(C)C)=O)C(=CC=C1NS(=O)(=O)C1CCCC1)F